COC(C1=CC(=C(C(=C1)C(C)(C)C)O)C(C)(C)C)=O 3,5-di-tert-butyl-4-hydroxybenzoic acid methyl ester